tert-butyl [(1R)-1-{3-[4-cyclopropyl-1,1-difluoro-2-hydroxy-2-methylbut-3-yn-1-yl]-2-fluorophenyl}ethyl]carbamate C1(CC1)C#CC(C(F)(F)C=1C(=C(C=CC1)[C@@H](C)NC(OC(C)(C)C)=O)F)(C)O